COC1=CC=C(C=C1)C1=NN=C(S1)NC(=O)NC1=CC=C(C=C1)C 1-(5-(4-methoxyphenyl)-1,3,4-thiadiazol-2-yl)-3-(p-tolyl)urea